[4-(3,4-difluorophenyl)sulfonylmorpholin-2-yl]benzothiophene-2-carboxamide FC=1C=C(C=CC1F)S(=O)(=O)N1CC(OCC1)C1=C(SC2=C1C=CC=C2)C(=O)N